(R)-4-((1-(3-(difluoromethyl)-2-fluorophenyl)ethyl)amino)-6-(1-methylcyclopropyl)-1-(4-methylpiperazin-1-yl)pyrido[3,4-d]pyridazine-7(6H)-one formate C(=O)O.FC(C=1C(=C(C=CC1)[C@@H](C)NC1=NN=C(C=2C1=CN(C(C2)=O)C2(CC2)C)N2CCN(CC2)C)F)F